C(C)(=O)C=1N=C(C=2N=C(N([C@H]3[C@H](O)[C@H](OP(=O)(O)O)[C@@H](COP(=O)(O)OP(=O)(O)OCC(C)(C)[C@@H](O)C(=O)NCCC(=O)NCCS)O3)C2N1)C(C)=O)N diacetyl-coa